(R)-N-(1-(3-(5-(3-(2-hydroxyethoxy)propoxy)pentyloxy)phenyl)ethyl)-3-((4-methyl-5-(pyrimidin-4-yl)-4H-1,2,4-triazol-3-yl)methylamino)benzamide OCCOCCCOCCCCCOC=1C=C(C=CC1)[C@@H](C)NC(C1=CC(=CC=C1)NCC1=NN=C(N1C)C1=NC=NC=C1)=O